4-(benzylamino)-5,6-dimethyl-3-nitropyridin-2-yl triflate O(S(=O)(=O)C(F)(F)F)C1=NC(=C(C(=C1[N+](=O)[O-])NCC1=CC=CC=C1)C)C